CC1=NN=NN1C1=CC=C(C=N1)C(C)=O 1-(6-(5-methyl-1H-tetrazol-1-yl)pyridin-3-yl)ethan-1-one